8-chloro-7-fluoro-3,4-dihydro-2H-benzo[2,1-b][1,4]oxazin-3-one ClC1=C(C=CC2=C1OCC(N2)=O)F